benzyl ((2,6-dioxo-4-phenylcyclohexylidene)methyl)-L-phenylalaninate O=C1C(C(CC(C1)C1=CC=CC=C1)=O)=CN[C@@H](CC1=CC=CC=C1)C(=O)OCC1=CC=CC=C1